N\C(\C1=CSC(=C1)[C@@H](C)NC(=O)[C@H]1N(C[C@](C1)(CF)F)C(CNC(C1=CC=C(C=C1)OC1=CC=C(C=C1)F)=O)=O)=N\C(OCCCCCC)=O hexyl ((E)-amino(5-((R)-1-((2S,4R)-4-fluoro-4-(fluoromethyl)-1-((4-(4-fluorophenoxy)benzoyl)glycyl)pyrrolidine-2-carboxamido)ethyl)thiophen-3-yl)methylene)carbamate